Cl.N1N=C(C2=CC=CC=C12)C=O (Indazol-3-yl)methanone hydrochloride